N[C@]1([C@@H](CC[C@H](C1)CCB(O)O)CNC([C@H](CSC(C1=CC=CC=C1)(C1=CC=CC=C1)C1=CC=CC=C1)NC(=O)OC(C)(C)C)=O)C(=O)O (1R,2S,5R)-1-Amino-5-(2-boronoethyl)-2-(((R)-2-((tert-butoxycarbonyl)amino)-3-(tritylthio)propanamido)methyl)cyclohexane-1-carboxylic acid